1-{6-[(2-Fluorophenyl)methyl]-3,3-dimethyl-1H,2H,3H-pyrrolo[3,2-c]pyridin-1-yl}-2-[(2R,5R)-5-methyl-2-(morpholin-4-ylmethyl)piperazin-1-yl]ethan-1-one hydrochloride Cl.FC1=C(C=CC=C1)CC1=CC2=C(C=N1)C(CN2C(CN2[C@H](CN[C@@H](C2)C)CN2CCOCC2)=O)(C)C